tert-Butyl (4R)-4-(2-iodoethyl)-2,2-dimethyl-pyrrolidine-1-carboxylate ICC[C@H]1CC(N(C1)C(=O)OC(C)(C)C)(C)C